1-[(4-{3-azabicyclo[3.1.0]hex-3-yl}-2-chloro-3-cyanophenyl)methyl]-1H-imidazole-4-carboxylic acid ethyl ester C(C)OC(=O)C=1N=CN(C1)CC1=C(C(=C(C=C1)N1CC2CC2C1)C#N)Cl